C1(=CC=CC2=CC=CC=C12)N(C1=CC=C2C=CC=3C(=CC=C4C=CC1=C2C34)N(C3=CC=CC=C3)C3=CC=CC4=CC=CC=C34)C3=CC=CC=C3 N1,N6-di(naphthalen-1-yl)-N1,N6-diphenylpyrene-1,6-diamine